(S)-2-(3-((2-amino-6-methylpyrimidin-4-yl)oxy)pyrrolidin-1-yl)-N-(3-(2-((1,5-dimethyl-1H-pyrazol-3-yl)amino)-5-methylpyrimidin-4-yl)-1H-indol-7-yl)acetamide NC1=NC(=CC(=N1)O[C@@H]1CN(CC1)CC(=O)NC=1C=CC=C2C(=CNC12)C1=NC(=NC=C1C)NC1=NN(C(=C1)C)C)C